4-((1R,2S)-2-(hydroxymethyl)cyclopentylamino)-2-((1r,4R)-4-methoxycyclohexylamino)pyrimidine-5-carboxamide OC[C@@H]1[C@@H](CCC1)NC1=NC(=NC=C1C(=O)N)NC1CCC(CC1)OC